O1N=C(C=C1)NC(=O)N1CCC(CC1)C(C)(C)S(=O)(=O)C1=CC=NN1C N-(isoxazol-3-yl)-4-(2-((1-methyl-1H-pyrazol-5-yl)sulfonyl)propan-2-yl)piperidine-1-carboxamide